CN1CCC(CC1)C(=O)OCCCCC(CCCCCCO[Si](C)(C)C(C)(C)C)(O)CCCCCCO[Si](C)(C)C(C)(C)C 11-((tertbutyldimethylsilyl)oxy)-5-(6-((tert-butyldimethylsilyl)oxy)hexyl)-5-hydroxyundecyl 1-methylpiperidine-4-carboxylate